C1(CC1)C(=O)OCC(C)(C)OC(C)C1CC(CCC1)(C)C 2-(1-(3,3-dimethylcyclohexyl)-ethoxy)-2-methylpropyl cyclopropanecarboxylate